ClC1=C(C(=CC=C1)Cl)COC=1C=NC(=NC1)N1CC(NCC1)CO (4-{5-[(2,6-dichlorophenyl)methoxy]pyrimidin-2-yl}piperazin-2-yl)methanol